tert-butyl 3-[(Z)-N'-[1-(trifluoromethyl)cyclopropanecarbonyl]oxycarbamimidoyl]azetidine-1-carboxylate FC(C1(CC1)C(=O)O\N=C(/N)\C1CN(C1)C(=O)OC(C)(C)C)(F)F